trilysine acetate C(C)(=O)O.N[C@@H](CCCCN)C(=O)O.N[C@@H](CCCCN)C(=O)O.N[C@@H](CCCCN)C(=O)O